BrC1=CC=C2C(=NN(C2=C1)C)N1C(N(C(C=C1)=O)CC1=CC=C(C=C1)OC)=O 1-(6-bromo-1-methyl-1H-indazol-3-yl)-3-(4-methoxybenzyl)pyrimidine-2,4(1H,3H)-dione